tert-butyl 6-(4-benzylpiperazin-1-yl)-4-bromo-1H-indole-1-carboxylate C(C1=CC=CC=C1)N1CCN(CC1)C1=CC(=C2C=CN(C2=C1)C(=O)OC(C)(C)C)Br